2-formylsuccinonitrile Potassium salt [K].C(=O)C(C#N)CC#N